(S)-4-phenyl-2-butanol C1(=CC=CC=C1)CC[C@H](C)O